ethyl 2-(2-{[(tert-butoxy) carbonyl]({2-[(4-fluoro-2-nitrophenyl) carbamoyl]Ethyl}) amino} ethyl)-1,3-thiazole-4-carboxylate C(C)(C)(C)OC(=O)N(CCC=1SC=C(N1)C(=O)OCC)CCC(NC1=C(C=C(C=C1)F)[N+](=O)[O-])=O